NC1=NC=C(C2=C1C(=NN2[C@@H]2CNCC2)C#CC2=C(C(=CC(=C2F)OC)OC)F)C#N (S)-4-amino-3-((2,6-difluoro-3,5-dimethoxyphenyl)ethynyl)-1-(pyrrolidin-3-yl)-1H-pyrazolo[4,3-c]pyridine-7-carbonitrile